1-isopropylpiperidine-2,4-dione C(C)(C)N1C(CC(CC1)=O)=O